NC1=NC(=NC=C1OC1=CC(=NC=C1C(C)C)C#C)NCCO 2-((4-amino-5-((2-ethynyl-5-isopropyl-pyridin-4-yl)oxy)pyrimidin-2-yl)amino)ethanol